COC=1C(=CC=2CC[C@H]3[C@@H]4CC[C@@H]([C@@]4(C)CC[C@@H]3C2C1)C(=O)[O-])O 2-methoxy-3-hydroxyestra-1,3,5(10)-triene-17beta-yl-formate